trimethylmolybdenum oxide C[Mo](C)(C)=O